3,6-dichlorofluorene ClC=1C=CC=2CC3=CC=C(C=C3C2C1)Cl